2-(6-Pentanoyl-2,6-diazaspiro[3.4]octan-2-yl)benzonitrile C(CCCC)(=O)N1CC2(CN(C2)C2=C(C#N)C=CC=C2)CC1